N-[bicyclo[1.1.1]pentan-1-yl]-7-chloro-3-phenyl-1H-indole-2-carboxamide C12(CC(C1)C2)NC(=O)C=2NC1=C(C=CC=C1C2C2=CC=CC=C2)Cl